O1C(=C(C=C1)C(=O)OC)C(=O)OC dimethyl furan-2,3-dicarboxylate